FC1=C(C=CC(=C1F)C)C=1N=NN(C1)[C@H]1[C@H]([C@H](O[C@@H]([C@@H]1OC)CC1=NOC(=C1)[C@H]1[C@@H](C1)O)CO)O (2R,3R,4S,5R,6R)-4-(4-(2,3-difluoro-4-methylphenyl)-1H-1,2,3-triazol-1-yl)-6-((5-((1R,2R)-2-hydroxycyclopropyl)isoxazol-3-yl)methyl)-2-(hydroxymethyl)-5-methoxytetrahydro-2H-pyran-3-ol